[2-chloro-4-[[3-(3-fluoro-4-methoxyphenyl)imidazo[1,2-a]pyrazin-8-yl]amino]phenyl]-[4-(1H-imidazol-5-ylmethyl)piperazin-1-yl]methanone ClC1=C(C=CC(=C1)NC=1C=2N(C=CN1)C(=CN2)C2=CC(=C(C=C2)OC)F)C(=O)N2CCN(CC2)CC2=CN=CN2